N1=CC(=CC=C1)CCCCC=1C=NC=CC1 1,4-bis(3-pyridyl)butane